(R)-1-[(Sp)-2-(dicyclohexylphosphino)ferrocenyl]ethyl-dicyclohexylphosphine C1(CCCCC1)P(C=1[C-](C=CC1)[C@@H](C)P(C1CCCCC1)C1CCCCC1)C1CCCCC1.[CH-]1C=CC=C1.[Fe+2]